Perfluorotert-butanol FC(C(C(F)(F)F)(C(F)(F)F)O)(F)F